3-[(4-{8-chloro-7-[(7-fluoro-2-methyl-1H-1,3-benzodiazol-6-yl)oxy]quinoxalin-2-yl}-1H-pyrazol-1-yl)methyl]oxetan-3-ol ClC=1C(=CC=C2N=CC(=NC12)C=1C=NN(C1)CC1(COC1)O)OC=1C=CC2=C(NC(=N2)C)C1F